tert-butyl 6-[(1-benzyl-3,6-dihydro-2H-pyridin-4-yl) oxy]-2-azaspiro[3.3]heptane-2-carboxylate C(C1=CC=CC=C1)N1CCC(=CC1)OC1CC2(CN(C2)C(=O)OC(C)(C)C)C1